2-(4-tert-butoxycarbonylmorpholin-3-yl)acetic acid C(C)(C)(C)OC(=O)N1C(COCC1)CC(=O)O